N[C@@H]1C2=CC=CC=C2CC12CCN(CC2)C=2N=CC(=NC2CO)C#CCN2N=CC1=CC(=CC=C21)NC(C)=O (S)-N-(1-(3-(5-(1-amino-1,3-dihydrospiro[indene-2,4'-piperidin]-1'-yl)-6-(hydroxymethyl)pyrazin-2-yl)prop-2-yn-1-yl)-1H-indazol-5-yl)acetamide